3-{(5,7-Dichlorobenzofuran-2-yl)methyl}-5-methyl-7-propyl-3H-pyrazolo[4,3-d][1,2,3]triazin-4(5H)-one ClC=1C=C(C2=C(C=C(O2)CN2N=NC3=C(C2=O)N(N=C3CCC)C)C1)Cl